tert-butyl (S)-3-(4-(7-carbamoyl-2H-indazol-2-yl)phenyl)piperidine-1-carboxylate C(N)(=O)C1=CC=CC2=CN(N=C12)C1=CC=C(C=C1)[C@H]1CN(CCC1)C(=O)OC(C)(C)C